2-PHENETHYL ALCOHOL C1=CC=C(C=C1)CCO